benzyl (R)-3-[(2-methylpropan-2-yl)oxycarbonylamino]-3-[4-(trifluoromethyl)phenyl]propanoate CC(C)(C)OC(=O)N[C@H](CC(=O)OCC1=CC=CC=C1)C1=CC=C(C=C1)C(F)(F)F